2-((3R,6S,9S,12S,15S,18R,19R)-9-(Aminomethyl)-12-cycloheptyl-19-hexyl-3,16,18-trimethyl-5,8,11,14,17-pentaoxo-15-propyl-1-oxa-4,7,10,13,16-pentaazacyclononadecan-6-yl)acetamide NC[C@H]1C(N[C@H](C(N[C@@H](CO[C@@H]([C@H](C(N([C@H](C(N[C@H](C(N1)=O)C1CCCCCC1)=O)CCC)C)=O)C)CCCCCC)C)=O)CC(=O)N)=O